C1(CC1)CN1C[C@@H]2C([C@@H]2C1)N1N=C2C(=CC(=CC2=C1)C=1C=C(C=2N(N1)C=C(N2)C)C)F 6-[2-[(1R,5S)-3-(cyclopropylmethyl)-3-azabicyclo[3.1.0]hexan-6-yl]-7-fluoro-indazol-5-yl]-2,8-dimethyl-imidazo[1,2-b]pyridazine